[Cr].[Ni].[Al].[Ti] titanium-aluminum-nickel-chromium